(1H-imidazol-1-yl)-6-methylpyrimidine-4-carboxylic acid N1(C=NC=C1)C1=NC(=CC(=N1)C(=O)O)C